C(C=C)C1=C2NC=NC2=NC=N1 6-allylpurine